5,8,13-trimethyl-heptadecane methyl-2,2-difluoro-3,4-dihydrothieno[3,4-b][1,4]oxazine-5-carboxylate COC(=O)C=1SC=C2OC(CNC21)(F)F.CC(CCCC)CCC(CCCCC(CCCC)C)C